C1CC2=CC=CC=C2C=C1 dihydronaphthalene